FC1=C(C(=C(C(=C1F)F)F)F)OC(=O)C1=CC2=C(S1)C=CC(=C2)C(C)P(=O)(OCC)OCC 5-(1-(diethoxyphosphoryl)ethyl)benzo[b]thiophene-2-carboxylic acid perfluorophenyl ester